BrN1CN(C(=C1)C(=O)O)C1=NC=CC=C1Cl 3-bromo-1-(3-chloro-2-pyridyl)-1H-imidazole-5-formic acid